COC=1C=C(C=CC1N1CCC(CC1)N1CCCC1)NC=1N=C(C2=C(N1)SC=C2C)NC=2C=C(C=CC2)C(C)(C)O 2-(3-((2-((3-methoxy-4-(4-(pyrrolidin-1-yl)piperidin-1-yl)phenyl)amino)-5-methylthieno[2,3-d]pyrimidin-4-yl)amino)phenyl)propan-2-ol